1,3-bis-(2,6-diisopropylphenyl)-2-iodoimidazolium chloride [Cl-].C(C)(C)C1=C(C(=CC=C1)C(C)C)N1C(=[N+](C=C1)C1=C(C=CC=C1C(C)C)C(C)C)I